(R)-(Z)-3-((3-butyl-3-methyl-7-(methylthio)-1,1-dioxido-5-phenyl-2,3,4,5-tetrahydro-1,5-benzothiazepin-8-yl)oxy)-2-fluoroacrylic acid C(CCC)[C@]1(CS(C2=C(N(C1)C1=CC=CC=C1)C=C(C(=C2)O\C=C(\C(=O)O)/F)SC)(=O)=O)C